5-[1-(2,2-dimethylpropyl)-1H-pyrazol-4-yl]-6-(2-methylimidazo[1,2-a]pyridin-7-yl)pyridine-2-carbonitrile CC(CN1N=CC(=C1)C=1C=CC(=NC1C1=CC=2N(C=C1)C=C(N2)C)C#N)(C)C